N-methyl-5-(piperazin-1-yl)pyrazine-2-carboxamide CNC(=O)C1=NC=C(N=C1)N1CCNCC1